(R)-1-((3R,5R,8R,9S,10S,13S,14S,17S)-3-hydroxyl-3,10,13-trimethylhexadecahydro-1H-cyclopenta[a]phenanthren-17-yl)-2-(2H-1,2,3-triazol-2-yl)propan-1-one O[C@@]1(CC[C@@]2([C@H]3CC[C@@]4([C@H](CC[C@H]4[C@@H]3CC[C@@H]2C1)C([C@@H](C)N1N=CC=N1)=O)C)C)C